BrC=1C=C(C=CC1)CCC#N 3-(3-bromophenyl)propionitrile